1-[3-(2,2-difluoroethoxy)phenyl]-3,3-dimethyl-N-[(3R)-3-methyl-1,1-dioxo-thiolan-3-yl]-2-oxo-indoline-5-carboxamide FC(COC=1C=C(C=CC1)N1C(C(C2=CC(=CC=C12)C(=O)N[C@]1(CS(CC1)(=O)=O)C)(C)C)=O)F